(2,5-dioxo-3,4-diphenylthio-2,5-dihydropyrrol-1-yl)acetic acid O=C1N(C(C(=C1SC1=CC=CC=C1)SC1=CC=CC=C1)=O)CC(=O)O